C(#N)C=1C=C(C=CC1)C=1N=C(SC1C1=C2C(=NC=C1)NC=C2)NC(=O)N2CC1(COC1)C2 N-[4-(3-cyanophenyl)-5-(1H-pyrrolo[2,3-b]pyridin-4-yl)thiazol-2-yl]-2-oxa-6-azaspiro[3.3]heptane-6-carboxamide